CC1=CC(=CC=2NC(OC21)=O)NC2=NC(=NC=C2C)NC=2C=NC(=CC2)N2CCOCC2 7-methyl-5-(5-methyl-2-(6-morpholinopyridin-3-ylamino)pyrimidin-4-ylamino)benzo[d]oxazol-2(3H)-one